C(C)(C)(C)OC(=O)C1CC(C1)CO 3-(hydroxymethyl)-cyclobutanecarboxylic acid tert-butyl ester